[Na].[Na].[Na].[Na].N(C(C(C(=O)O)O)C(=O)O)C(C(C(=O)O)O)C(=O)O 3,3'-imino-bis(2-hydroxysuccinic acid) tetrasodium